((2R,3S,4S,5S)-5-(4-aminopyrrolo[2,1-f][1,2,4]triazin-7-yl)-2-cyano-3,4-bis((ethoxycarbonyl)oxy)tetrahydrofuran-2-yl)methyl 3,3-dimethylbutanoate CC(CC(=O)OC[C@]1(O[C@H]([C@@H]([C@@H]1OC(=O)OCC)OC(=O)OCC)C1=CC=C2C(=NC=NN21)N)C#N)(C)C